2-((1R,4R)-4-((6-aminofuro[3,2-b]pyridin-7-yl)amino)cyclohexyl)acetonitrile NC=1C(=C2C(=NC1)C=CO2)NC2CCC(CC2)CC#N